N-(5-(4-(1H-pyrazol-1-yl)phenyl)-1H-pyrazol-3-yl)-6-methyl-1H-benzo[d]imidazol-5-amine N1(N=CC=C1)C1=CC=C(C=C1)C1=CC(=NN1)NC1=CC2=C(NC=N2)C=C1C